BrC=1C=CC=2N(C1)C(=CN2)C2=NC(=NC=C2)NC=2C=NC(=CC2)CN2CCN(CC2)CC 4-(6-Bromoimidazo[1,2-a]pyridin-3-yl)-N-(6-((4-ethylpiperazin-1-yl)methyl)pyridin-3-yl)pyrimidin-2-amin